COC([C@H](NC=O)CC1=CC=CC=C1)=O (R)-N-formyl-phenylalanine methyl ester